FC(C1=CC=C(/C=C/C2CC3(C2)CN(CC3)C(=O)OC(C)(C)C)C=C1)(F)F tert-butyl (E)-2-(4-(trifluoromethyl)styryl)-6-azaspiro[3.4]octane-6-carboxylate